C(CCC)C=1C(=NN(C1C)C1=CC=C(C(=N1)C(=O)NC1=CC=CC=C1)Cl)C 6-(4-butyl-3,5-dimethyl-1H-pyrazol-1-yl)-3-chloro-N-phenylpicolinamide